2-(4-Chloro-phenyl)-N-(2-isopropyl-4-oxo-4H-quinazolin-3-yl)-propionamide ClC1=CC=C(C=C1)C(C(=O)NN1C(=NC2=CC=CC=C2C1=O)C(C)C)C